N=1C=CN2C1C=CC(=C2)C2=CC=C(C=C2)S(=O)(=O)N2CCC(CC2)NC2=CC=C(C=C2)S(F)(F)(F)(F)F 1-(4-{imidazo[1,2-a]pyridin-6-yl}benzenesulfonyl)-N-[4-(pentafluoro-λ6-sulfanyl)phenyl]piperidin-4-amine